(1,3-dioxoisoindol-2-yl) 1-phenylcyclopropanecarboxylate C1(=CC=CC=C1)C1(CC1)C(=O)ON1C(C2=CC=CC=C2C1=O)=O